C1(=CC=CC=C1)NC=1NOC2=C(C1)C=CC=C2 N-phenyl-benzoxazineamine